C[NH+]1CCCC1 N-methylpyrrolidinium